3-(2,6-diisopropylphenyl)-5,6,7,8-tetrahydro-4H-cyclohepta[d]thiazol-3-ium C(C)(C)C1=C(C(=CC=C1)C(C)C)[N+]1=CSC2=C1CCCCC2